N-benzyl-isatin C(C1=CC=CC=C1)N1C(=O)C(=O)C2=CC=CC=C12